penta-bromophenyl acrylate C(C=C)(=O)OC1=C(C(=C(C(=C1Br)Br)Br)Br)Br